3-(4-methoxyphenyl)octa-3,5,7-trien-2-one COC1=CC=C(C=C1)C(C(C)=O)=CC=CC=C